ClC=1C(=NC=C(C1)Cl)CNC(=O)[C@]1(C=2C=CC=NC2[C@@](CC1)(CO)O)F (5S,8S)-N-((3,5-dichloropyridin-2-yl)methyl)-5-fluoro-8-hydroxy-8-(hydroxymethyl)-5,6,7,8-tetrahydroquinoline-5-carboxamide